COC([C@@H]1C[C@H]([C@H](C[C@@H]1CO)O)O)OC (1S,2R,4R,5S)-4-(Dimethoxymethyl)-5-(hydroxymethyl)cyclohexane-1,2-diol